2-[(4,4-difluorocyclohexyl)methyl]-4,5-dimethyl-N-(3-methylsulfonylphenyl)pyrazole-3-carboxamide FC1(CCC(CC1)CN1N=C(C(=C1C(=O)NC1=CC(=CC=C1)S(=O)(=O)C)C)C)F